COC(CC1(C(N(C2=CC=C(C=C12)C(F)(F)F)C)=O)C)=O methyl-2-(1,3-dimethyl-2-oxo-5-(trifluoromethyl)indolin-3-yl)acetate